8-(1-{2-[4-(2,3-Dimethylphenyl)piperazin-1-yl]-2-oxoethyl}-1,4,5,6-tetrahydrocyclopenta[c]pyrazol-3-carbonyl)-1-methyl-1,8-diazaspiro[4.5]decan-2-on CC1=C(C=CC=C1C)N1CCN(CC1)C(CN1N=C(C2=C1CCC2)C(=O)N2CCC1(CCC(N1C)=O)CC2)=O